4,4'-di-tert-butyl-(2,2'-bipyridine) platinum (II) dichloride [Pt](Cl)Cl.C(C)(C)(C)C1=CC(=NC=C1)C1=NC=CC(=C1)C(C)(C)C